2,2,2-trifluoro-1-[3-hydroxy-4-(4-{[(3R)-piperidin-3-yl]amino}phthalazin-1-yl)phenyl]ethan-1-one FC(C(=O)C1=CC(=C(C=C1)C1=NN=C(C2=CC=CC=C12)N[C@H]1CNCCC1)O)(F)F